OC1(CC1)CNC(C1=CC(=CC=C1)NC=1N=NC(=CC1)C1=CC=CC=C1)=O N-((1-hydroxycyclopropyl)methyl)-3-((6-phenylpyridazin-3-yl)amino)benzamide